tert-butyl (3-bromo-5-chloro-2-fluorophenyl)carbamate BrC=1C(=C(C=C(C1)Cl)NC(OC(C)(C)C)=O)F